CC1(C=CC=C1)[Zr]C1(C=CC=C1)C Bis(methylcyclopentadienyl)zirconium